Cl.Cl.Cl.C(C=C)OCC(COCCOCCOCCOCC)(CN)CN allyloxy-2,2-bis(aminomethyl)-4,7,10,13-tetraoxapentadecane trihydrochloride